NC=1C=CC(=C2CN(C(C12)=O)CC(=C)C1=CC=NC=C1)C1=CC=C2C=NN(C2=C1)C 7-amino-4-(1-methyl-1H-indazol-6-yl)-2-[2-(pyridin-4-yl)prop-2-en-1-yl]-2,3-dihydro-1H-isoindol-1-one